methyl 6-(2-(pyridin-3-yl)ethyl)pyridazine-4-carboxylate N1=CC(=CC=C1)CCC1=CC(=CN=N1)C(=O)OC